FC(C(C)(O)C)(CC[C@@H](C)[C@H]1CC[C@H]2/C(/CCC[C@]12C)=C/CN1N=NN=C1C1=CC(=CC(=C1)Cl)Cl)F (6R)-3,3-difluoro-6-[(1R,3aS,7aR,E)-4-{2-[5-(3,5-dichlorophenyl)-1H-tetrazol-1-yl]ethylidene}-7a-methyloctahydro-1H-inden-1-yl]-2-methylheptan-2-ol